N[N+]1=C(C(=CC(=C1)Br)OC)C 1-amino-5-bromo-3-methoxy-2-methylpyridine-1-ium